F[C@@H]1[C@@H](C1)C(=O)NC1=CC=C2C(=N1)NC=C2C=2C(=CC1=C(N=CS1)C2)OC (1S,2S)-2-fluoro-N-[3-(6-methoxy-1,3-benzothiazol-5-yl)-1H-pyrrolo[2,3-b]pyridin-6-yl]cyclopropane-1-carboxamide